bromo-1-[2-[cyclopropyl-(methyl)amino]ethyl]-5-methyl-pyrrole-2-carbonitrile BrC1=C(N(C(=C1)C)CCN(C)C1CC1)C#N